rac-2-((2,2-dimethyltetrahydro-2H-pyran-4-yl)methyl)-6-((1-methyl-3-(trifluoromethyl)-1H-pyrazol-5-yl)sulfonyl)-2,6-diazaspiro[3.3]heptane CC1(OCC[C@H](C1)CN1CC2(C1)CN(C2)S(=O)(=O)C2=CC(=NN2C)C(F)(F)F)C |r|